(R)-6-fluoro-5-(1-(2-fluorophenyl)ethyl)-3-hydroxy-4H-benzo[e][1,2,4]thiadiazine 1,1-dioxide FC=1C=CC2=C(NC(=NS2(=O)=O)O)C1[C@H](C)C1=C(C=CC=C1)F